C([C@@H](O)C)(=O)[O-].[Na+].FC(C=1C=CC2=C(CC(O2)C=2C=C(C=CC2)C2=NSC(O2)=O)C1)(F)F 5-{m-[5-(trifluoromethyl)-2,3-dihydro-1-benzofuran-2-yl]phenyl}-1,3,4-oxathiazol-2-one Sodium L-lactate